(S)-1-(3-(4-methoxy-3-(1H-pyrazol-5-yl)phenyl)-azetidin-1-yl)-2-(pyrrolidin-3-yl)ethan-1-one TFA salt OC(=O)C(F)(F)F.COC1=C(C=C(C=C1)C1CN(C1)C(C[C@H]1CNCC1)=O)C1=CC=NN1